6-[(1S)-1-aminoethyl]-2-chloro-N-[(furan-2-yl)methyl]-7-phenylthieno[3,2-d]pyrimidin N[C@@H](C)C1=C(C=2N(C(N=CC2S1)Cl)CC=1OC=CC1)C1=CC=CC=C1